ClC1=C(C=CC(=C1)OC)C=1CCCC2=C(C1C1=CC=C(C=C1)CC1CN(C1)CCCF)C=CC(=C2)C(=O)O 8-(2-chloro-4-methoxyphenyl)-9-(4-((1-(3-fluoropropyl)azetidin-3-yl)methyl)phenyl)-6,7-dihydro-5H-benzo[7]annulene-3-carboxylic acid